5-benzyl-N-(1-(6-(1-methyl-1H-pyrazol-4-yl)pyrazolo[1,5-a]pyridin-3-yl)azetidin-3-yl)pyrimidin-2-amine C(C1=CC=CC=C1)C=1C=NC(=NC1)NC1CN(C1)C=1C=NN2C1C=CC(=C2)C=2C=NN(C2)C